COC=1C=C(C(=O)OC)C=CC1NCC#CC=1N(C2=CC=CC(=C2C1)NC1CCN(CC1)C)CC(F)(F)F Methyl 3-methoxy-4-((3-(4-((1-methylpiperidin-4-yl)amino)-1-(2,2,2-trifluoroethyl)-1H-indol-2-yl)prop-2-yn-1-yl)amino)benzoate